CS(=O)(=O)C1=CC=C(C=C1)[C@@H]([C@@H](C(=O)O)N)O (2s,3s)-3-[p-(methylsulfonyl)phenyl]-3-hydroxy-2-amino-propionic acid